methyl 6-bromo-5-(difluoromethyl)-3-(4-morpholinoanilino)pyrazine-2-carboxylate BrC1=C(N=C(C(=N1)C(=O)OC)NC1=CC=C(C=C1)N1CCOCC1)C(F)F